FC1(CCN(CCC1)C1=C(C(=O)NC2=CC(=NC=C2)S(N)(=O)=O)C=C(C=N1)OC(F)F)F 2-(4,4-Difluoroazepan-1-yl)-5-(difluoromethoxy)-N-(2-sulfamoylpyridin-4-yl)nicotinamide